racemic-N-benzyl-2-aminomethoxypropionamide C(C1=CC=CC=C1)NC([C@@H](C)OCN)=O |r|